C(C1=CN=CC=C1)(=O)OC1=C(C(=CC(=C1)Br)C=NC1=CC(=CC(=C1)Cl)Cl)OC(C(C)C)=O 5-bromo-3-((3,5-dichloro-phenylimino)meth-yl)-2-(isobutyryloxy)phenyl nicotinate